1-(4-(5-(4-isopropyl-5-(8-methyl-[1,2,4]triazolo[1,5-a]pyridin-6-yl)-1H-pyrazol-3-yl)thiazol-2-yl)piperidin-1-yl)-2-methylpropan-2-ol C(C)(C)C=1C(=NNC1C=1C=C(C=2N(C1)N=CN2)C)C2=CN=C(S2)C2CCN(CC2)CC(C)(O)C